3-[1-methyl-5-(4-piperidyl)pyrazol-3-yl]-6-[5-(6-methyl-2-pyridyl)-1H-imidazol-4-yl]quinolin-4-ol CN1N=C(C=C1C1CCNCC1)C=1C=NC2=CC=C(C=C2C1O)C=1N=CNC1C1=NC(=CC=C1)C